Pentamethyldi-siloxan C[SiH](O[Si](C)(C)C)C